C1(CC1)N1C(=NN=C1)C1=CC=CC(=N1)NC(=O)C=1C=NC2=CC=C(C=C2C1)C=1C=NN(C1)C(C)C N-(6-(4-cyclopropyl-4H-1,2,4-triazol-3-yl)pyridin-2-yl)-6-(1-isopropyl-1H-pyrazol-4-yl)quinoline-3-carboxamide